(Ethane-1,2-diyl)bis(2-(2,4-difluoro-6-(2H-tetrazol-5-yl)phenyl)-4-methoxy-1H-benzo[d]imidazole-5-carboxamide) C(CN1C(=NC2=C1C=CC(=C2OC)C(=O)N)C2=C(C=C(C=C2C=2N=NNN2)F)F)N2C(=NC1=C2C=CC(=C1OC)C(=O)N)C1=C(C=C(C=C1C=1N=NNN1)F)F